N1(CCOCC1)C1=CC=C(C=N1)NC1=NC2=C(C=CC=C2C=N1)C=1C=C(C=CC1)NC(C=C)=O N-(3-(2-((6-morpholinylpyridin-3-yl)amino)quinazolin-8-yl)phenyl)acrylamide